5-(4-hydroxyphenyl)-1H-pyrazol OC1=CC=C(C=C1)C1=CC=NN1